ClC=1C=C(C=CC1)CCN1[C@H](C[C@@H](C1)COC1=CC=C(C=C1)S(=O)(=O)C)C (2S,4S)-1-[2-(3-chlorophenyl)ethyl]-4-[(4-methanesulfonylphenoxy)methyl]-2-methylpyrrolidine